ClC1=NC=NN2C1=C(C=C2)C2CCN(CC2)C(C=C)=O 1-(4-(4-chloropyrrolo[2,1-f][1,2,4]triazin-5-yl)piperidin-1-yl)prop-2-en-1-one